(4R)-4-[(1R,3aS,3bR,5aS,7S,9aS,9bS,11aR)-7-hydroxy-7,9a,11a-trimethyl-hexadecahydro-1H-cyclopenta[a]phenanthren-1-yl]-1-(4-ethyl-4-hydroxypiperidin-1-yl)pentan-1-one O[C@]1(CC[C@@]2([C@H]3CC[C@]4([C@H]([C@@H]3CC[C@H]2C1)CC[C@@H]4[C@@H](CCC(=O)N4CCC(CC4)(O)CC)C)C)C)C